ClC1=C(C=CC=C1Cl)CC=O 2-(2,3-dichlorophenyl)acetaldehyde